C[Si](C)(C)C([Si](C)(C)C)[Mg]Cl (bis(trimethylsilyl)methyl)magnesium chloride